hexamethylenebistrimellitic amide C(C=1C(C(=O)O)=C(C(C(=O)O)=CC1)CCCCCCC1=C(C(C(=O)N)=CC=C1C(=O)O)C(=O)O)(=O)N